NC=1N=C(C2=C(N1)C=NN2CC=2C=CC(=C1C=CC=NC21)C2CCN(CC2)C(=O)OC(C)(C)C)N[C@H](CCO[Si](C2=CC=CC=C2)(C2=CC=CC=C2)C(C)(C)C)CCC tert-butyl (S)-4-(8-((5-amino-7-((1-((tert-butyldiphenylsilyl)oxy)hexan-3-yl)amino)-1H-pyrazolo[4,3-d]pyrimidin-1-yl)methyl)quinolin-5-yl)piperidine-1-carboxylate